C(C)OC(=O)C=1NC2=CC(=CC(=C2C1)NC1=CC(=C(C=C1)F)Cl)F 4-((4-fluoro-3-chlorophenyl)amino)-6-fluoro-1H-indole-2-carboxylic acid ethyl ester